N-[4-[2-(3-chloro-5-methylphenyl)-4-methylpiperazine-1-carbonyl]-3-pyrrolidin-1-ylphenyl]cyclopropanecarboxamide ClC=1C=C(C=C(C1)C)C1N(CCN(C1)C)C(=O)C1=C(C=C(C=C1)NC(=O)C1CC1)N1CCCC1